O=C1NC(CCC1N1C(C2=CC=CC(=C2C1)C=CCC=1C(=NC=CC1)C(=O)N)=O)=O (3-(2-(2,6-dioxopiperidin-3-yl)-1-oxoisoindolin-4-yl)allyl)picolinamide